COC1=C(C=C(C=C1)OC)CCNCC1=CC(=CC(=C1)C)I 2-(2,5-Dimethoxyphenyl)-N-(3-iodo-5-methylbenzyl)ethan-1-amine